NC1=NCCN(C1)C=1C=C(C=C(C1)Cl)[C@@H]1COCCN1C(C=C)=O (R)-1-(3-(3-(5-amino-3,6-dihydropyrazin-1(2H)-yl)-5-chlorophenyl)morpholino)prop-2-en-1-one